[C@@H]12[C@H](C[C@@H](CC1)N2)NC(OC(C)(C)C)=O |o1:0,1,3| tert-butyl ((1S,2S,4R)-rel-7-azabicyclo[2.2.1]heptan-2-yl)carbamate